C(#N)C(C(=O)O)C1CCN(CC1)C(=O)OC(C)(C)C 2-cyano-2-(1-{[(2-methylprop-2-yl)oxy]carbonyl}hexahydropyridin-4-yl)acetic acid